(±)-2-(tetrahydro-2H-pyran-4-yl)propanoic acid O1CCC(CC1)[C@H](C(=O)O)C |r|